ClC=1C=C(C=NC1OC1=CC(=CC=C1)C(F)(F)F)NC1=NC=NN2C1=C(C=C2)C2CN(C2)C(=O)OC(C)(C)C tert-butyl 3-(4-((5-chloro-6-(3-(trifluoromethyl)phenoxy)pyridin-3-yl)amino)pyrrolo[2,1-f][1,2,4]triazin-5-yl)azetidine-1-carboxylate